ClC1=C(C=CC=C1)C1=C(NC=2C1=NC=CC2)C2=C(C=NC=C2)OC[C@H]2N(CCC2)C(C=C)=O 1-{(2S)-2-[({4-[3-(2-chlorophenyl)-1H-pyrrolo[3,2-b]pyridin-2-yl]pyridin-3-yl}oxy)methyl]pyrrolidin-1-yl}prop-2-en-1-one